BrC1=CC=C2C(=NN(C2=C1F)C)NCCC(=O)OCC ethyl 3-[(6-bromo-7-fluoro-1-methyl-indazol-3-yl)amino]propanoate